(Z)-3-(2-chloro-9H-thioxanthen-9-ylidene)-N-ethyl-N,N-dimethylpropan-1-aminium bromide [Br-].ClC1=CC=2\C(\C3=CC=CC=C3SC2C=C1)=C/CC[N+](C)(C)CC